C(C)(C)(C)OC(=O)N[C@@H]1C[C@@H](CC12CCN(CC2)C(=O)OC(C)(C)C)OC(COS(=O)(=O)C2=CC=C(C=C2)C)COS(C)(C)C(C)(C)C tert-butyl (2R,4R)-4-(tert-butoxycarbonylamino)-2-[1-[[tert-butyl(dimethyl)-sulfanyl]oxymethyl]-2-(p-tolylsulfonyloxy)ethoxy]-8-azaspiro[4.5]decane-8-carboxylate